BrC=1C2=C(C=NC1)C=C(O2)C(=O)O 7-bromofuro[3,2-c]pyridine-2-carboxylic acid